6-(4-cyclopropylpiperazin-1-yl)pyridin-2-amine C1(CC1)N1CCN(CC1)C1=CC=CC(=N1)N